C(C)(C)(C)OC(=O)N1CCN(CC1)C1=NC=C(C=C1F)NC1C(NC(CC1)=O)=O 4-(5-((2,6-dioxopiperidin-3-yl)amino)-3-fluoropyridin-2-yl)piperazine-1-carboxylic acid tert-butyl ester